3-amino-6-methoxythieno[2,3-b]pyridine-2-carboxylic acid NC1=C(SC2=NC(=CC=C21)OC)C(=O)O